2-(1-(3,4-Difluorophenyl)-3-(thiophen-3-yl)-1H-pyrazol-4-yl)-5-methyl-3-(2-(2-oxoindolin-5-yl)ethyl)oxazolidin-4-one FC=1C=C(C=CC1F)N1N=C(C(=C1)C1OC(C(N1CCC=1C=C2CC(NC2=CC1)=O)=O)C)C1=CSC=C1